N-methyl-3-acetylindole CN1C=C(C2=CC=CC=C12)C(C)=O